C(CCCCCCCCCCC)CC(=O)O 2-mono-dodecylacetic acid